C(CC)(=O)OC1=C(C(=C(C(=C1F)F)F)F)F perfluorophenyl propionate